1-(4-(4-hydroxyphenyl)butan-2-yl)-3-(quinolin-7-yl)urea OC1=CC=C(C=C1)CCC(C)NC(=O)NC1=CC=C2C=CC=NC2=C1